C(C)(=O)OCC(=O)SCC1=CC=CC=C1 2-(benzylthio)-2-oxo-ethyl acetate